C(=O)(OC(C)(C)C)C1(N(CCCC1)I)C(=O)OC(C)(C)C boc(tert-butyloxycarbonyl)-iodopiperidine